oxiranediol methyl-3-chloro-5-(5-(4,4-difluoropiperidine-1-carbonyl)-1H-pyrrolo[2,3-b]pyridin-1-yl)benzoate CC1=C(C(=O)OC2(OC2)O)C=C(C=C1Cl)N1C=CC=2C1=NC=C(C2)C(=O)N2CCC(CC2)(F)F